N-Benzyl-2-(3-(dimethylamino)-2,5-dioxopyrrolidin-1-yl)propanamid C(C1=CC=CC=C1)NC(C(C)N1C(C(CC1=O)N(C)C)=O)=O